3-cyclopropyl-5-(((3S,5R)-3-ethyl-5-methylpiperazine-1-yl)methyl)aniline C1(CC1)C=1C=C(N)C=C(C1)CN1C[C@@H](N[C@@H](C1)C)CC